2-chloro-9-fluoropyrazolo[1,5-a]quinoxalin-4(5H)-one ClC1=NN2C(C(NC3=CC=CC(=C23)F)=O)=C1